acetylmethionyl-methyl-silanol C(C)(=O)N[C@@H](CCSC)C(=O)[SiH](O)C